(S)- or (R)-2-(2,2-Difluoro-propyl)-6-[1-(2-fluoro-6-methyl-phenyl)-piperidin-4-yl]-7-methyl-4-(2-trifluoromethyl-benzyl)-2,4,6,7-tetrahydro-pyrazolo[4,3-d]pyrimidin-5-one FC(CN1N=C2C(N(C(N([C@H]2C)C2CCN(CC2)C2=C(C=CC=C2C)F)=O)CC2=C(C=CC=C2)C(F)(F)F)=C1)(C)F |o1:10|